NC1=NC=C(C=C1C#CC=1C=C(C(=O)N(C)C2=CC=C(C=C2)Cl)C=CC1C)C=1C=NN(C1)C 3-((2-amino-5-(1-methyl-1H-pyrazol-4-yl)pyridin-3-yl)ethynyl)-N-(4-chlorophenyl)-N,4-dimethylbenzamide